Thioacetic acid S-(3-((chlorosulfonyl) oxy)-2,2-dimethylpropyl) ester ClS(=O)(=O)OCC(CSC(C)=O)(C)C